7-(3,4-dimethoxyphenyl)-N-(4-morpholinobenzyl)pyrazolo[1,5-a]pyrimidine-2-carboxamide COC=1C=C(C=CC1OC)C1=CC=NC=2N1N=C(C2)C(=O)NCC2=CC=C(C=C2)N2CCOCC2